C(C=C)[C@](N)(C)C(=O)O (R)-ALPHA-ALLYLALANINE